CS(=O)(=O)OC=1N=C(SC1)C.[Na] sodium (2-methylthiazol-4-yl) methanesulfonate